tert-butyl (4-((2,6-dioxopiperidin-3-yl)carbamoyl)phenyl)carbamate O=C1NC(CCC1NC(=O)C1=CC=C(C=C1)NC(OC(C)(C)C)=O)=O